6-(dimethylphosphoryl)-1-methyl-4-[4-(5-methyl-1,3-benzoxazol-2-yl)piperidin-1-yl]-2-oxo-1,2-dihydroquinoline-3-carboxamide CP(=O)(C)C=1C=C2C(=C(C(N(C2=CC1)C)=O)C(=O)N)N1CCC(CC1)C=1OC2=C(N1)C=C(C=C2)C